C1(CC1)C=1N=CN(C1)C1CC2(CN(C2)C(=O)C=2C=NC(=C(C2)C)OCC2(CC2)C(F)(F)F)C1 [6-(4-cyclopropylimidazol-1-yl)-2-azaspiro[3.3]heptan-2-yl]-[5-methyl-6-[[1-(trifluoromethyl)cyclopropyl]methoxy]-3-pyridinyl]methanone